aminoallyl-guanine NC=CCNC=1NC(C=2NC=NC2N1)=O